3-(5-chloro-2-methoxy-phenoxy)propanoic acid ClC=1C=CC(=C(OCCC(=O)O)C1)OC